BrC=1C=C(C(=NC1)OC=1C=CC=2N(C1)C(=C(N2)C(=O)NC2(CCS(CC2)(=O)=O)C)C)OCC(F)(F)F 6-[[5-Bromo-3-(2,2,2-trifluoroethoxy)-2-pyridyl]oxy]-3-methyl-N-(4-methyl-1,1-dioxo-thian-4-yl)imidazo[1,2-a]pyridine-2-carboxamide